4-isopropyl-3-methyl-1-(2,3,5-trifluorophenyl)-1H-pyrazolo[3,4-b]pyridine-5-carboxylic acid C(C)(C)C1=C2C(=NC=C1C(=O)O)N(N=C2C)C2=C(C(=CC(=C2)F)F)F